ClC1=C(C(=O)C(C(=O)OCC)=CNC2CC2)C=C(C(=C1)Cl)F ethyl 2-(2,4-dichloro-5-fluorobenzoyl)-3-cyclopropylaminoacrylate